Cl.Cl.NC1=CC=C(C(=N1)C)CNC([C@H](C)NC(=O)[C@@H]1NC[C@H](C1)CC1=CC=C(C2=CC=CC=C12)C#N)=O (2R,4S)-N-((S)-1-(((6-amino-2-methylpyridin-3-yl)methyl)amino)-1-oxopropan-2-yl)-4-((4-cyanonaphthalen-1-yl)methyl)pyrrolidine-2-carboxamide dihydrochloride